6-fluoro-r-(4-(trifluoromethyl)phenethyl)spiro[benzo[d][1,3]oxazine-4,4'-piperidin] FC1=CC2=C(N=COC23CCN(CC3)CCC3=CC=C(C=C3)C(F)(F)F)C=C1